C1(CCCCC1)C=1C2=C(N=C(N1)[C@@H]1C[C@@H](OCC1)C=1C=NN(C1)C1CC1)N=C(S2)N(C)C 7-cyclohexyl-5-[(2R,4S)-2-(1-cyclopropylpyrazol-4-yl)tetrahydropyran-4-yl]-N,N-dimethyl-thiazolo[4,5-d]pyrimidin-2-amine